C(CCCCCC(=O)OCCC(CCCC)CCCC)(=O)OCC(COC(CCC(OCCCC\C=C/CC)OCCCC\C=C/CC)=O)CO 1-(3-((4,4-bis(((Z)-oct-5-en-1-yl)oxy)butanoyl)oxy)-2-(hydroxymethyl)propyl) 7-(3-butylheptyl) heptanedioate